N[C@H](CO)C1=CC(=CC=C1)C (S)-2-amino-2-(m-methylphenyl)ethan-1-ol